(S)-2-(4-(6-((5-Cyanopyridin-2-yl)methoxy)pyridin-2-yl)-2,5-difluorobenzyl)-4-methoxy-1-(oxetan-2-ylmethyl)-1H-benzo[d]imidazole-6-carboxylic acid C(#N)C=1C=CC(=NC1)COC1=CC=CC(=N1)C1=CC(=C(CC2=NC3=C(N2C[C@H]2OCC2)C=C(C=C3OC)C(=O)O)C=C1F)F